OC(C)(C)C=1C(=CC2=CN(N=C2C1)CCCO)NC(=O)C1=NC(=CC=C1)C(F)(F)F N-[6-(1-hydroxy-1-methyl-ethyl)-2-(3-hydroxypropyl)indazol-5-yl]-6-(trifluoromethyl)pyridine-2-carboxamide